N-(2-ethylhexyl)pyrrolidone C(C)C(CN1C(CCC1)=O)CCCC